BrCCCOC1=CC=C(C=C1)C(C=CC1=CC=C(C=C1)Br)=O 1-(4-(3-bromopropyloxy)phenyl)-3-(4-bromophenyl)-2-propen-1-one